C1(CCC1)C1=CC=C(C=C1)N1N=C(C=2CN(CCC21)C(=O)OC(C)(C)C)OC tert-butyl 1-(4-cyclobutylphenyl)-3-methoxy-1,4,6,7-tetrahydro-5H-pyrazolo[4,3-c]pyridine-5-carboxylate